Tert-butyl 4-[3-methyl-1-(1-methyl-2,6-dioxo-3-piperidyl)-2-oxo-benzimidazol-4-yl]piperazine-1-carboxylate CN1C(N(C2=C1C(=CC=C2)N2CCN(CC2)C(=O)OC(C)(C)C)C2C(N(C(CC2)=O)C)=O)=O